2-ethyl-butyl cyanoacrylate C(#N)C(C(=O)OCC(CC)CC)=C